CN1C(=NC2=C(C=C(C=C2C1=O)C)[C@@H](C)N[S@](=O)C(C)(C)C)C=1N(C=CN1)C (R)-N-((R)-1-(3,6-dimethyl-2-(1-methyl-1H-imidazol-2-yl)-4-oxo-3,4-dihydroquinazolin-8-yl)ethyl)-2-methylpropane-2-sulfinamide